BrCC1=CC=C(S1)C=1OC(=NN1)C(F)F 2-[5-(bromomethyl)thiophen-2-yl]-5-(difluoromethyl)-1,3,4-oxadiazole